4-[4-oxo-7-(piperazin-1-yl)-4H-pyrido[1,2-a]pyrimidin-2-yl]benzonitrile O=C1C=C(N=C2N1C=C(C=C2)N2CCNCC2)C2=CC=C(C#N)C=C2